sodium 2-ethoxyethyl sulfate S(=O)(=O)(OCCOCC)[O-].[Na+]